COC=1C=C(C=C(C(C)=O)C(C)=O)C=C(C1OC)OC 3-(3,4,5-trimethoxybenzylidene)-2,4-pentanedione